FC1=C(N=C(C2=C1N=C(N=C2N2C[C@@H](CCC2)O)OC[C@H]2N(CCC2)C)C)C2=CC(=CC1=CC=C(C(=C21)C#C[Si](C(C)C)(C(C)C)C(C)C)F)O (R)-1-(8-fluoro-7-(7-fluoro-3-hydroxy-8-((triisopropylsilyl)ethynyl)naphthalen-1-yl)-5-methyl-2-(((S)-1-methylpyrrolidin-2-yl)methoxy)pyrido[4,3-d]pyrimidin-4-yl)piperidin-3-ol